ClC=1C=C(CNC2=NC(=NC3=CC=C(C=C23)C2=CN(C(C=C2)=O)C)C=2C=NN(C2)CC(=O)NC)C=CC1 2-(4-(4-((3-chlorobenzyl)amino)-6-(1-methyl-6-oxo-1,6-dihydropyridin-3-yl)quinazolin-2-yl)-1H-pyrazol-1-yl)-N-methylacetamide